N-[(6-Amino-2-pyridyl)sulfonyl]-5-(4-isobutylphenyl)-2-(2,2,4-trimethylpyrrolidin-1-yl)pyridin-3-carboxamid NC1=CC=CC(=N1)S(=O)(=O)NC(=O)C=1C(=NC=C(C1)C1=CC=C(C=C1)CC(C)C)N1C(CC(C1)C)(C)C